(3-Diethoxymethylsilylpropyl)-2-hydroxypropanamide C(C)OC(OCC)[SiH2]CCCC(C(=O)N)(C)O